4-chlorobutane-2-sulfonyl chloride ClCCC(C)S(=O)(=O)Cl